CN1C(=NN=C1)C=1C=C(C#N)C=CC1 3-(4-methyl-4H-1,2,4-triazol-3-yl)benzonitrile